C12OCC(CC1)(CC2)CO[C@@H]([C@H](C(=O)NC)NC(=O)[C@@H]2CN(CC21CN(C1)C(=O)N)C(=O)C1=CN=CS1)C (S)-N8-((2R,3R)-3-((2-oxabicyclo[2.2.2]octan-4-yl)methoxy)-1-(methylamino)-1-oxobutan-2-yl)-6-(thiazole-5-carbonyl)-2,6-diazaspiro[3.4]octane-2,8-dicarboxamide